2-(4-methylcyclohex-2,4-dien-1-yl)-2-propanol CC=1C=CC(CC1)C(C)(C)O